2-(3-fluorophenyl)-N-[(2R)-1-hydroxy-3-methylbut-2-yl]-3-oxo-6-[4-(trifluoromethyl)phenyl]-2,3-dihydropyridazine-4-carboxamide FC=1C=C(C=CC1)N1N=C(C=C(C1=O)C(=O)N[C@@H](CO)C(C)C)C1=CC=C(C=C1)C(F)(F)F